ClC1=CC=C(CNC(=O)NC2=CC=C(C=C2)CN2C(CNCC2=O)C)C=C1 1-(4-chloro-benzyl)-3-(4-((2-methyl-6-oxopiperazin-1-yl)methyl)phenyl)urea